C(N)(=N)C=1C=C(SC1)CNC(=O)[C@H]1N([C@@H]2C[C@@]2(C1)C)C(CNC(=O)C1=CC=C(C=C1)OC1=CC=CC=C1)=O (1R,3S,5R)-N-[(4-Carbamimidoylthiophen-2-yl)methyl]-5-methyl-2-{2-[(4-phenoxyphenyl)formamido]acetyl}-2-azabicyclo[3.1.0]hexane-3-carboxamide